methyl-nonyl-acetoaldehyde CC(C=O)CCCCCCCCC